N1=C(C=CC=2N=C3COCC4(N3C21)CCOC2=CC=CC=C24)C=2C=NC(=NC2)N2C[C@@H]4N(CC2)C(NC4)=O (8aR)-7-(5-(6',8'-dihydrospiro[chroman-4,9'-pyrido[3',2':4,5]imidazo[2,1-c][1,4]oxazin]-2'-yl)pyrimidin-2-yl)hexahydroimidazo[1,5-a]pyrazin-3(2H)-one